BrC1=CC=C(C=C1)CN1C=NC2=C1C=CC(=C2)C(=O)OC methyl 1-((4-bromophenyl) methyl)-1,3-benzodiazole-5-carboxylate